COC=1C=C(C(=O)N2CCN(CC2)CC(=O)N2CCCC23CNC2=CC=CC=C2C3)C=CC1 1-(2-(4-(3-methoxybenzoyl)piperazin-1-yl)acetyl)-1',4'-dihydro-2'H-spiro[pyrrolidine-2,3'-quinoline]